CC=1C=C(C=NC1)NC(OCC1OC2=C(C3=C(N=C(S3)C3=C4N=CC(=NC4=CC(=C3)C)OC)C(=C2)C)OC1)=O (2-(2-methoxy-7-methylquinoxalin-5-yl)-4-methyl-7,8-dihydro-[1,4]dioxino[2',3':3,4]benzo[1,2-d]thiazol-7-yl)methyl (5-methylpyridin-3-yl)carbamate